FC(OC1=C(C=C(C=C1)SC(C)C)C1=NN(C=C1NC(=O)C=1C=NN2C1N=CC=C2)C)F N-[3-[2-(difluoromethoxy)-5-isopropylsulfanyl-phenyl]-1-methyl-pyrazol-4-yl]pyrazolo[1,5-a]pyrimidine-3-carboxamide